acetic acid 3-(3,4,5-trimethoxyphenyl)-2-propenyl ester COC=1C=C(C=C(C1OC)OC)C=CCOC(C)=O